C1(C(NNNNCCCCCC1)(CC(=O)O)CC(=O)O)(CC(=O)N)CC(=O)O.[Gd] Gadolinium tetraazacyclododecanetetraacetic acid monoamide